2-(aminomethyl)-4-{4-[(1R)-1-{[5-(4-fluorophenoxy)pyridin-2-yl]carbamoyl}ethyl]-2,2-dimethylpiperazine-1-carbonyl}pyridin-1-ium-1-olate NCC1=[N+](C=CC(=C1)C(=O)N1C(CN(CC1)[C@H](C)C(NC1=NC=C(C=C1)OC1=CC=C(C=C1)F)=O)(C)C)[O-]